6-hepten-3-yn-2-ol CC(C#CCC=C)O